diisopropyl-2-benzothiazolesulfenamide C(C)(C)C=1C=CC2=C(N=C(S2)SN)C1C(C)C